C(C)(C)(C)OC(=O)N1[C@H](CN(CC1)C1=NC(NC2=CC(=C(C=C12)Cl)Br)=O)CC#N (S)-4-(7-bromo-6-chloro-2-oxo-1,2-dihydroquinazolin-4-yl)-2-(cyanomethyl)piperazine-1-carboxylic acid tert-butyl ester